(S)-5-(2-fluoropyrimidin-5-yl)-2-(1-((5-fluoroquinazolin-4-yl)amino)propyl)-3-phenylquinazolin-4(3H)-one FC1=NC=C(C=N1)C1=C2C(N(C(=NC2=CC=C1)[C@H](CC)NC1=NC=NC2=CC=CC(=C12)F)C1=CC=CC=C1)=O